3-(3'-(4,4,5,5-tetramethyl-1,3,2-dioxaborolan-2-yl)spiro[cyclohexane-1,9'-fluoren]-7'-yl)pyridine CC1(OB(OC1(C)C)C=1C=CC=2C3(C4=CC(=CC=C4C2C1)C=1C=NC=CC1)CCCCC3)C